ClC=1C=CC(=C(C1)C1=C(N=CN1)C1=NC2=CC(=CN=C2C=C1)C=1C=NNC1)F 2-[5-(5-chloro-2-fluoro-phenyl)-1H-imidazol-4-yl]-7-(1H-pyrazol-4-yl)-1,5-naphthyridine